tert-butyl (1-(4-(7-chloro-4-(morpholinomethyl)quinolin-2-yl)phenyl)propan-2-yl)carbamate ClC1=CC=C2C(=CC(=NC2=C1)C1=CC=C(C=C1)CC(C)NC(OC(C)(C)C)=O)CN1CCOCC1